C(C)(C)(C)C1=CC(=NO1)NC(N(C1CC2(CN(C2)C(=O)C2=C3N(N=C2)C=CN3C)C1)C)=O 3-(5-(tert-butyl)isoxazol-3-yl)-1-methyl-1-(2-(1-methyl-1H-imidazo[1,2-b]pyrazole-7-carbonyl)-2-azaspiro[3.3]heptan-6-yl)urea